FC=1C=CC2=C(N=C(O2)NC=2OC3=C(N2)C=C(C=C3)CC(=O)NCCO)C1 2-(2-((5-fluorobenzo[d]oxazol-2-yl)amino)benzo[d]oxazol-5-yl)-N-(2-hydroxyethyl)acetamide